CC1=C(C(=CC2=CC3=CC=CC=C3C=C12)C)C 1,2,3-trimethylanthracene